ClC=1C=C2C(C(=CN(C2=CC1N1[C@](CCC1)(C)COC1=NC=CC=C1Cl)C=1C=NC(=CC1)N1CC(C1)N(C)C)C(=O)O)=O (S)-6-chloro-7-(2-(((3-chloropyridin-2-yl)oxy)methyl)-2-methylpyrrolidin-1-yl)-1-(6-(3-(dimethylamino)azetidin-1-yl)pyridin-3-yl)-4-oxo-1,4-dihydroquinoline-3-carboxylic acid